ClC1=CC(=C(COC2=CC=CC(=N2)C2=CC(=C(OC3=NC4=C(N3C[C@H]3OCC3)C=C(C=C4)C(=O)O)C=C2)F)C=C1)F (S)-2-(4-(6-((4-chloro-2-fluorobenzyl)oxy)pyridin-2-yl)-2-fluorophenoxy)-1-(oxetan-2-ylmethyl)-1H-benzo[d]imidazole-6-carboxylic acid